6-[(4R)-3-tert-Butoxycarbonyl-2,2-dimethyl-oxazolidin-4-yl]hex-5-enoic acid C(C)(C)(C)OC(=O)N1C(OC[C@H]1C=CCCCC(=O)O)(C)C